4-ETHYNYL-3,5-DIMETHYL-1H-PYRROLE-2-CARBALDEHYDE C(#C)C=1C(=C(NC1C)C=O)C